4-{4-[bis(4-chlorophenyl)methyl]piperazin-1-yl}-6-methoxy-1-methyl-2-oxo-1,2-dihydro-1,5-naphthyridine-3-carbonitrile ClC1=CC=C(C=C1)C(N1CCN(CC1)C1=C(C(N(C2=CC=C(N=C12)OC)C)=O)C#N)C1=CC=C(C=C1)Cl